tert-Butyl ((3S,5S)-1-(2-chloro-5-(1-(2,2,2-trifluoroethyl)-1H-pyrazol-4-yl)pyridin-4-yl)-5-fluoropiperidin-3-yl)carbamate ClC1=NC=C(C(=C1)N1C[C@H](C[C@@H](C1)F)NC(OC(C)(C)C)=O)C=1C=NN(C1)CC(F)(F)F